C(CCC)(=O)OCC(=O)NCC1=C(C=C(C(=C1)OC)O)I 2-((4-hydroxy-2-iodo-5-methoxybenzyl) amino)-2-oxoethyl butyrate